N-((3S,4R)-3-fluoro-1-(methylsulfonyl)piperidin-4-yl)-5-methyl-7-(pyridin-2-yl)pyrrolo[2,1-f][1,2,4]triazin-2-amine F[C@H]1CN(CC[C@H]1NC1=NN2C(C=N1)=C(C=C2C2=NC=CC=C2)C)S(=O)(=O)C